F\C(=C/CC1=CC=CC=C1)\C1=C(N(C2=CC=CC=C12)CCC(=O)N)C1=CC=CC=C1 (Z)-3-(3-(1-Fluoro-3-phenylprop-1-en-1-yl)-2-phenyl-1H-indol-1-yl)propanamide